ClC1=CC(=C(S1)C1=CC=C(C(=N1)C)O[C@@H]1C[C@H](CCC1)C(=O)O)CN(C(=O)OCCC)C (1S,3S)-3-((6-(5-chloro-3-((methyl(propoxycarbonyl)amino)methyl)thiophen-2-yl)-2-methylpyridin-3-yl)oxy)cyclohexane-1-carboxylic acid